C1(=CC=C(C=C1)[Si](C)(C)C(CO)C1=CC=C(C=C1)OC)C1=CC=C(C=C1)[Si](C)(C)C(CO)C1=CC=C(C=C1)OC 2,2'-([1,1'-Biphenyl]-4,4'-diylbis(dimethylsilanediyl))bis(2-(4-methoxyphenyl)ethan-1-ol)